N-(3,3-Difluorocyclobutyl)-5-fluoro-N-isopropyl-2-((4-(7-(((2S,5R)-5-(oxetane-3-sulfonamido)tetrahydro-2H-pyran-2-yl)methyl)-2,7-diazaspiro[3.5]nonan-2-yl)pyrimidin-5-yl)oxy)benzamide FC1(CC(C1)N(C(C1=C(C=CC(=C1)F)OC=1C(=NC=NC1)N1CC2(C1)CCN(CC2)C[C@H]2OC[C@@H](CC2)NS(=O)(=O)C2COC2)=O)C(C)C)F